FC(C)(F)C1=NC(=CC(=N1)NC1=CC(=NC=C1OC[C@@H]1CN(C(C1)=O)C(C)C)NC(C)=O)C (S)-N-(4-((2-(1,1-difluoroethyl)-6-methylpyrimidin-4-yl)amino)-5-((1-isopropyl-5-oxopyrrolidin-3-yl)methoxy)pyridin-2-yl)acetamide